2-[[5-(3-chlorophenyl)-3-hydroxypyridine-2-carbonyl]amino]acetic acid ClC=1C=C(C=CC1)C=1C=C(C(=NC1)C(=O)NCC(=O)O)O